3,3''-dihydroxy-p-terphenyl-4,4''-dicarboxylic acid OC=1C=C(C=CC1C(=O)O)C1=CC=C(C=C1)C1=CC(=C(C=C1)C(=O)O)O